3-[4-[3-(difluoromethoxy)-1-[(4-methoxyphenyl)methyl]pyrazolo[3,4-b]pyridin-5-yl]oxyphenyl]-1-[5-(trifluoromethyl)-3-pyridyl]imidazolidine-2,4-dione FC(OC1=NN(C2=NC=C(C=C21)OC2=CC=C(C=C2)N2C(N(CC2=O)C=2C=NC=C(C2)C(F)(F)F)=O)CC2=CC=C(C=C2)OC)F